C(CCCCC)[SiH](OC)C n-hexyl-(methyl)methoxysilane